N-(5-(5H-imidazo[5,1-a]isoindol-5-yl)-6,7-dihydropyrazolo[1,5-a]pyridin-2-yl)ethanesulfonamide C=1N=CN2C1C1=CC=CC=C1C2C2=CC=1N(CC2)N=C(C1)NS(=O)(=O)CC